C(C=C)(=O)OCCOC1=CC=C(C=C1)C(C)(C)C1=CC=C(C=C1)OCCOC(C=C)=O 2,2-bis[4-(2-acryloyloxyethoxy)phenyl]propane